8-(2-{bicyclo[1.1.1]pentan-1-yl}pyridin-3-yl)-3-methyl-6-oxo-2H,3H,4H,6H-pyrimido[2,1-b][1,3]thiazine-7-carbonitrile C12(CC(C1)C2)C2=NC=CC=C2C=2N=C1SCC(CN1C(C2C#N)=O)C